ClC=1C=C2C(=NC(N3C2=C(C1C1=C(C=C(C=C1)F)F)SCCC3)=O)N3[C@H](CN(CC3)C(=O)OCCCC)C butyl (3s)-4-(10-chloro-11-(2,4-difluorophenyl)-6-oxo-3,4-dihydro-2H,6H-[1,4]thiazepino[2,3,4-ij]quinazolin-8-yl)-3-methylpiperazine-1-carboxylate